O1CCOC2=C1C=CC(=C2)C=2N=C(NC2C2=NC=CC=C2)C2=CC=C(C(=O)N)C=C2 4-(4-(2,3-Dihydrobenzo[1,4]dioxin-6-yl)-5-pyridin-2-yl-1H-imidazol-2-yl)benzoamide